C(C)(C)(C)OC(=O)NC=1SC(=C(N1)C(=O)OC)C1CCOCC1 Methyl 2-((tert-butoxycarbonyl)amino)-5-(tetrahydro-2H-pyran-4-yl)thiazole-4-carboxylate